bocethylenediamine C(=O)(OC(C)(C)C)NCCN